FC1=CCOS1(=O)=O 1-Fluoro-1-propen-1,3-sulton